C(C)(=O)N1CCC2(C[C@H](C(N2)=O)C[C@@H](C(=O)OC)NC([C@H](CC2CCCCC2)NC(=O)C=2NC3=CC=CC=C3C2)=O)CC1 methyl (S)-3-((R)-8-acetyl-2-oxo-1,8-diazaspiro[4.5]decan-3-yl)-2-((S)-3-cyclohexyl-2-(1H-indole-2-carboxamido)propanamido)propanoate